ClS(=O)(=O)C=1C(=C(N(C1)C)C(=O)OCC)C1=CC=CC=2C3=CC=CC=C3CC12 Ethyl 4-chloranylsulfonyl-3-fluorenyl-1-methyl-pyrrole-2-carboxylate